FCC(CF)N1N=NC2=C1C=C(C=C2)C=2C(=CN1N=C(N=C(C12)OC)N[C@@H]1[C@@H](CN(CC1)C(C([2H])([2H])[2H])=O)F)F 1-((3R,4S)-4-((5-(1-(1,3-difluoropropan-2-yl)-1H-benzo[d][1,2,3]triazol-6-yl)-6-fluoro-4-methoxypyrrolo[2,1-f][1,2,4]triazin-2-yl)amino)-3-fluoropiperidin-1-yl)ethan-1-one-2,2,2-d3